C(C)OC(=O)C1=NOC=C1C=1N=C2N(C(=NC(=C2C2=CC=NC=C2)C2=CC=CC=C2)Cl)C1 (5-chloro-7-phenyl-8-(pyridin-4-yl)imidazo[1,2-c]pyrimidin-2-yl)isoxazole-3-carboxylic acid ethyl ester